(2S)-1-benzyloxypropan-2-ol C(C1=CC=CC=C1)OC[C@H](C)O